FC(C(=O)O)(F)F.[N+](=O)([O-])C1=CC=C(C=C1)N1C(C2NC(C1)C2)=O 3-(4-nitrophenyl)-3,6-diazabicyclo[3.1.1]heptane-2-one trifluoroacetate salt